N-phenethyl-1,2,4-triazine-3-carboxylic acid C(CC1=CC=CC=C1)N1NC(=NC=C1)C(=O)O